N(=[N+]=[N-])C[C@@H](COC1=CC=CC=C1)O (S)-1-azido-3-phenoxy-2-propanol